2-methylpropan-2-yl (1S,2R,5R)-2-(prop-2-enyl)-3,8-diazabicyclo[3.2.1]octane-8-carboxylate C(C=C)[C@@H]1[C@@H]2CC[C@H](CN1)N2C(=O)OC(C)(C)C